C(C=C)OCC1=C(C=CC=C1Cl)Br 2-((Allyloxy)methyl)-1-bromo-3-chlorobenzene